3-((4-methoxyphenyl)amino)-4-((pyridin-2-ylmethyl)amino)cyclobut-3-ene-1,2-dione COC1=CC=C(C=C1)NC=1C(C(C1NCC1=NC=CC=C1)=O)=O